(2-(3-bromo-2-chlorophenyl)-7-chlorobenzo[d]oxazol-5-yl)methanol BrC=1C(=C(C=CC1)C=1OC2=C(N1)C=C(C=C2Cl)CO)Cl